(3,6-dihydro-2H-pyran-4-yl)-2-(2-fluorophenyl)-4(s)-(p-tolyl)-1H-imidazole O1CCC(=CC1)N1C(=NC(=C1)C1=CC=C(C=C1)C)C1=C(C=CC=C1)F